2-(5-methoxy-1-benzofuran-2-yl)-N-(2-methoxyethyl)imidazo[1,2-a]pyridin-3-amine COC=1C=CC2=C(C=C(O2)C=2N=C3N(C=CC=C3)C2NCCOC)C1